FC1=C2C(=C(N=C(C2=CN=C1C1=CC(=CC2=CC=C(C(=C12)C#C[Si](C(C)C)(C(C)C)C(C)C)F)O)C1(CC2CCC(C1)N2)O)C)C 3-[5-fluoro-6-[7-fluoro-3-hydroxy-8-(2-triisopropylsilylethynyl)-1-naphthyl]-3,4-dimethyl-2,7-naphthyridin-1-yl]-8-azabicyclo[3.2.1]octan-3-ol